methyl (1S,3S)-3-((6-(3-((((benzyloxy)carbonyl)(methyl)amino)methyl)-5-chlorothiophen-2-yl)-2-methylpyridin-3-yl)oxy)cyclohexane-1-carboxylate C(C1=CC=CC=C1)OC(=O)N(C)CC1=C(SC(=C1)Cl)C1=CC=C(C(=N1)C)O[C@@H]1C[C@H](CCC1)C(=O)OC